C1=CC=CC=2C3=CC=CC=C3N(C12)C=1C=C(C=CC1)S 3-(9H-carbazol-9-yl)benzenethiol